3-[1-(dimethylsulfamoyl)-5-(4-fluorophenyl)-6-isopropyl-pyrrolo[2,3-f]indazol-7-yl]-5-fluoro-benzoic acid methyl ester COC(C1=CC(=CC(=C1)F)C1=C(N(C=2C=C3C=NN(C3=CC21)S(N(C)C)(=O)=O)C2=CC=C(C=C2)F)C(C)C)=O